periodic acid sodium periodate I(=O)(=O)(=O)[O-].[Na+].I(=O)(=O)(=O)O